F[C@H](C1=CC2=C(SC(=C2)C(N[C@H]2CCC[C@@H]3N(C2=O)[C@@H](CC3)C(=O)N3CC(C3)C=3C=NC=CC3C)=O)C=C1)P(O)(O)=O ((S)-fluoro(2-(((3S,6S,9aS)-3-(3-(4-methylpyridin-3-yl)azetidine-1-carbonyl)-5-oxooctahydro-1H-pyrrolo[1,2-a]azepin-6-yl)carbamoyl)benzo[b]thiophen-5-yl)methyl)phosphonic acid